2,5-dichloro-1,4-dibromo-3,6-diiodiobenzene ClC1=C(C(=C(C(=C1I)Br)Cl)I)Br